(S)-N-(1-(4-fluorophenyl)ethyl)-2-(2,2,2-trifluoroacetyl)-1,2,3,4-tetrahydroisoquinoline-7-sulfonamide FC1=CC=C(C=C1)[C@H](C)NS(=O)(=O)C1=CC=C2CCN(CC2=C1)C(C(F)(F)F)=O